The molecule is conjugate acid of 2,4-diaminopentanoic acid having both nitrogens protonated and an anionic carboxy group. It is a conjugate acid of a 2,4-diaminopentanoic acid. CC(CC(C(=O)[O-])[NH3+])[NH3+]